Diethyl-2,5-dihydroxyterephthalat C(C)OC(C1=C(C=C(C(=O)OCC)C(=C1)O)O)=O